N-(3-Chloro-1H-indol-7-yl)-1,3,5-trimethyl-pyrazol-4-sulfonamid ClC1=CNC2=C(C=CC=C12)NS(=O)(=O)C=1C(=NN(C1C)C)C